C1(CC1)C1=NN(C=N1)C1CC2(CN(C2)C(=O)N2CCN(CC2)[C@@H](C(=O)N)C2=CC=C(C=C2)F)C1 (2R)-2-[4-[6-(3-cyclopropyl-1,2,4-triazol-1-yl)-2-azaspiro[3.3]heptane-2-carbonyl]piperazino]-2-(4-fluorophenyl)acetamide